(S)-(4-(3-amino-1-((isoquinolin-6-yl-1-d)amino)-1-oxopropan-2-yl-3,3-d2)phenyl)methyl-d2 2,4-bis(methyl-d3)benzoate dihydrochloride Cl.Cl.C(C1=C(C(=O)OC([2H])([2H])C2=CC=C(C=C2)[C@H](C(=O)NC=2C=C3C=CN=C(C3=CC2)[2H])C([2H])([2H])N)C=CC(=C1)C([2H])([2H])[2H])([2H])([2H])[2H]